1-(2-((2-fluoro-4-((2-(2-fluoro-3-nitrophenyl)propan-2-yl)sulfonyl)phenyl)thio)-5-methoxy-6-((5-methyl-1H-pyrazol-3-yl)amino)pyrimidin-4-yl)piperidine-4-carboxamide FC1=C(C=CC(=C1)S(=O)(=O)C(C)(C)C1=C(C(=CC=C1)[N+](=O)[O-])F)SC1=NC(=C(C(=N1)N1CCC(CC1)C(=O)N)OC)NC1=NNC(=C1)C